FC=1C(=C(C=C(C1)C(F)(F)F)O)C=1C=2N(C(=NN1)N[C@H]1CN(CCC1)C)N=C(C2)C 3-fluoro-2-(2-methyl-7-{[(3R)-1-methylpiperidin-3-yl]amino}pyrazolo[1,5-d][1,2,4]triazin-4-yl)-5-(trifluoromethyl)phenol